4-(2-((1-methyl-1H-imidazol-5-yl)sulfonyl)propan-2-yl)-N-(pyridazin-4-yl)piperidine-1-carboxamide CN1C=NC=C1S(=O)(=O)C(C)(C)C1CCN(CC1)C(=O)NC1=CN=NC=C1